3-guanidino-N-(((2S,5R)-6-hydroxy-7-oxo-1,6-diazabicyclo[3.2.1]oct-2-yl)(imino)methyl)propionamide N(C(=N)N)CCC(=O)NC(=N)[C@H]1N2C(N([C@H](CC1)C2)O)=O